FC1(CN(CC[C@H]1N1CCN(CC1)C1=NC=CC2=C1N(C(N2)=O)C)C(=O)OC(C)(C)C)F tert-butyl (4R)-3,3-difluoro-4-[4-(3-methyl-2-oxo-1H-imidazo[4,5-c]pyridin-4-yl) piperazin-1-yl]piperidine-1-carboxylate